N-((1s,3s)-3-aminocyclobutyl)-1-(5-chloro-2-(difluoromethoxy)phenyl)-6-(pyrazolo[1,5-a]pyrimidin-3-yl)-1H-pyrazolo[4,3-c]pyridine-3-carboxamide NC1CC(C1)NC(=O)C1=NN(C2=C1C=NC(=C2)C=2C=NN1C2N=CC=C1)C1=C(C=CC(=C1)Cl)OC(F)F